(3S)-tert-butyl 4-(1-(2-(tert-butyl) phenyl)-6-chloro-7-(2-fluoro-6-hydroxyphenyl)-2-oxo-1,2-dihydropyrido[2,3-d]Pyrimidin-4-yl)-3-methylpiperazine-1-carboxylate C(C)(C)(C)C1=C(C=CC=C1)N1C(N=C(C2=C1N=C(C(=C2)Cl)C2=C(C=CC=C2O)F)N2[C@H](CN(CC2)C(=O)OC(C)(C)C)C)=O